1-(11Z-eicosenoyl)-2-(11Z,14Z-eicosadienoyl)-glycero-3-phosphoserine CCCCCCCC/C=C\CCCCCCCCCC(=O)OC[C@H](COP(=O)(O)OC[C@@H](C(=O)O)N)OC(=O)CCCCCCCCC/C=C\C/C=C\CCCCC